ethyl 2-(methacryloyloxy) phthalate C(C=1C(C(=O)OOC(C(=C)C)=O)=CC=CC1)(=O)OCC